(3-methoxyisoxazol-5-yl)acetonitrile COC1=NOC(=C1)CC#N